N1=C(C=NC=C1)N1C(SC=C1C=1C=C(C(=O)NCCCCC2=CC=CC=C2)C=C(C1)F)=O 3-(3-(2-pyrazinyl)-4-thiazolinonyl)-5-fluoro-N-(4-phenylbutyl)benzamide